N-(2-tert-butyl-5-methyl-benzyl)-N-cyclopropyl-3-(difluoromethyl)-5-fluoro-1-methyl-1H-pyrazole-4-carboxamide C(C)(C)(C)C1=C(CN(C(=O)C=2C(=NN(C2F)C)C(F)F)C2CC2)C=C(C=C1)C